tert-butyl (R)-2-(3-(3-(3,4-dimethoxyphenyl)-1-hydroxypropyl)-2-fluorophenoxy)acetate COC=1C=C(C=CC1OC)CC[C@@H](O)C=1C(=C(OCC(=O)OC(C)(C)C)C=CC1)F